C(C)(C)(C)C(CCCN(C(O)=O)C(=O)OC(C)(C)C)O[Si](C)(C)C(C)(C)C.BrC1=NC=C(C=C1)OC(F)(F)Br 2-bromo-5-(bromodifluoromethoxy)pyridine tert-butyl-(tert-butoxycarbonyl)(4-((tert-butyldimethylsilyl)oxy)butyl)carbamate